ethyl 7-(2-(4-fluorophenoxy)ethoxy)chromane-2-carboxylate FC1=CC=C(OCCOC2=CC=C3CCC(OC3=C2)C(=O)OCC)C=C1